NC=1C=CC(=C(C1)C1OCC1O)F (5-amino-2-fluorophenyl)oxetan-3-ol